3-amino-6,7-dihydrothieno[3,2-c]pyridine-2,5(4H)-dicarboxylic acid 5-benzyl 2-methyl ester COC(=O)C1=C(C=2CN(CCC2S1)C(=O)OCC1=CC=CC=C1)N